C(C=C)C(N=C=O)CC=C diallyl-monomethylisocyanic acid